6-(2-((2-(2-methyl-1H-imidazol-1-yl)pyridin-4-yl)oxy)ethoxy)nicotinonitrile CC=1N(C=CN1)C1=NC=CC(=C1)OCCOC1=NC=C(C#N)C=C1